5-(3,3-Dimethyloxiran-2-yl)3-methylpentan-1-ol CC1(C(O1)CCC(CCO)C)C